S-((5-BROMO-2-HYDROXYPHENYL)(PHENYL)METHYL) O,O-DIETHYL PHOSPHOROTHIOATE P(SC(C1=CC=CC=C1)C1=C(C=CC(=C1)Br)O)(OCC)(OCC)=O